3,3-difluoro-N-(1-(3-fluorophenyl)ethyl)-2,3-dihydro-1H-pyrrolo[3,2-b]pyridine-1-carboxamide FC1(CN(C=2C1=NC=CC2)C(=O)NC(C)C2=CC(=CC=C2)F)F